tert-butyl (2-((4-oxooctan-2-yl)thio)ethyl)carbamate O=C(CC(C)SCCNC(OC(C)(C)C)=O)CCCC